1-(1,1-difluoroethyl)-6,6-dimethyl-3-azabicyclo[3.1.0]hexane-2-carboxylate FC(C)(F)C12C(NCC2C1(C)C)C(=O)[O-]